CNC(C1=C(C=CC=C1)SC1=CC=C2C(=NNC2=C1)\C=C\C1=NC=CC=C1)=O N-methyl-2-({3-[(1E)-2-(pyridin-2-yl)vinyl]-1H-indazol-6-yl}sulfanyl)benzamide